(2RS)-2-[trans-4-(tert-butoxycarbonylamino)cyclohexyl]-7-chloro-N-[(4,6-dimethyl-2-oxo-1,2-dihydropyridin-3-yl)methyl]-2,4-dimethyl-1,3-benzodioxole-5-carboxamide C(C)(C)(C)OC(=O)N[C@@H]1CC[C@H](CC1)[C@@]1(OC2=C(O1)C(=CC(=C2C)C(=O)NCC=2C(NC(=CC2C)C)=O)Cl)C |&1:14|